FC1=CC(=C(C=C1C=1N=C(SC1)N1CCOCC1)NC(=O)C1=CNC(C=C1C(F)(F)F)=O)N1C[C@H](N([C@H](C1)C)C)C |r| N-[4-fluoro-5-(2-morpholin-4-yl-1,3-thiazol-4-yl)-2-[rac-(3R,5S)-3,4,5-trimethylpiperazin-1-yl]phenyl]-6-oxo-4-(trifluoromethyl)-1H-pyridine-3-carboxamide